methyl 3-methyl-1-tetrahydropyran-4-yl-pyrazole-4-carboxylate CC1=NN(C=C1C(=O)OC)C1CCOCC1